COC=1C=C(C=C(C1)OC)C(C(=O)NC=1SC(=NN1)N[C@H]1CN(CC1)C=1N=NC(=CC1)F)OC 2-(3,5-dimethoxyphenyl)-N-[5-[[(3R)-1-(6-fluoropyridazin-3-yl)pyrrolidin-3-yl]amino]-1,3,4-thiadiazol-2-yl]-2-methoxy-acetamide